picolinonitrile cyclobutane-1-carboxylate C1(CCC1)C(=O)O.N1=C(C=CC=C1)C#N